C(C)OCCOC(C)=O.F[C@@H]1C[C@@H](N2N=C(N=C21)C(C)=O)C2=CC=CC=C2 |r| 1-[rac-(5r,7r)-7-fluoro-5-phenyl-6,7-dihydro-5H-pyrrolo[1,2-b][1,2,4]triazol-2-yl]ethanone 2-ethoxyethylacetate